[Si](C)(C)(C(C)(C)C)OCCNS(=O)(=O)C=1C=CC(=NC1)C(=O)OC methyl 5-([2-[(tert-butyldimethylsilyl)oxy]ethyl]sulfamoyl)pyridine-2-carboxylate